NC1CCC(CC1)NC1=NC2=C(C=C(C=C2C=N1)C=1C=NC(=NC1)NS(=O)(=O)C1=C(C=CC=C1)Cl)CC N-(5-(2-(((1r,4r)-4-aminocyclohexyl)amino)-8-ethylquinazolin-6-yl)pyrimidin-2-yl)-2-chlorobenzenesulfonamide